ClC=1C=C(C=CC1F)NC(=O)[C@@H]1N(S(N[C@@H](C1)C1=NC=C(C=C1)F)(=O)=O)C Cis-N-(3-Chloro-4-fluorophenyl)-5-(5-fluoropyridin-2-yl)-2-methyl-1,2,6-thiadiazinane-3-carboxamide 1,1-dioxide